N1C(=NC2=C1C=CC=C2)C=2C(=NC1=CC=C(C=C1C2)C)NCCN(C)C N1-(3-(1H-benzo[d]imidazol-2-yl)-6-methylquinolin-2-yl)-N2,N2-dimethylethane-1,2-diamine